dodecylsilantriol C(CCCCCCCCCCC)[Si](O)(O)O